5-[4-(1-tert-butoxycarbonyl-1,2,3,6-tetrahydro-pyridin-4-yl)-benzoylamino]-1,3-dihydro-isoindole-2-carboxylic acid tert-butyl ester C(C)(C)(C)OC(=O)N1CC2=CC=C(C=C2C1)NC(C1=CC=C(C=C1)C=1CCN(CC1)C(=O)OC(C)(C)C)=O